CC1=CC=C(C=C1)C1=NC(=CN1C)C1=CC(=C(C=C1)OC)OC (S)-2-(4-methylphenyl)-3-methyl-5-(3,4-dimethoxyphenyl)imidazole